Cl.FC(CCN1CC(CC1)CC1=CC=C(C=C1)C1=C(CCCC2=C1C=CC(=C2)C(=O)O)C2=C(C=C(C=C2C)F)C)F 9-(4-((1-(3,3-difluoropropyl)pyrrolidin-3-yl)methyl)phenyl)-8-(4-fluoro-2,6-dimethylphenyl)-6,7-dihydro-5H-benzo[7]annulene-3-carboxylic acid hydrochloride